FC(CCCCCCCC)(O)O Monofluorononandiol